N-methyl-1-(2-oxo-1,2,3,4-tetrahydroquinolin-6-yl)-1H-benzo[d]imidazole-5-carboxamide CNC(=O)C1=CC2=C(N(C=N2)C=2C=C3CCC(NC3=CC2)=O)C=C1